(6-(3-(4-methoxybenzyl)ureido)spiro[3.3]hept-2-yl)carbamic acid tert-butyl ester C(C)(C)(C)OC(NC1CC2(C1)CC(C2)NC(=O)NCC2=CC=C(C=C2)OC)=O